NCC1CCC(CC1)CN 1,4-Bis-(Aminomethyl)-Cyclohexane